ClC=1C=C(C=CC1Cl)CNC=1NC(C2=C(N1)C=NN2CCCC(C(=O)O)(C)C)=O 5-[5-[(3,4-dichlorophenyl)methylamino]-7-oxo-6H-pyrazolo[4,3-d]pyrimidin-1-yl]-2,2-dimethyl-pentanoic acid